[2-methyl-4-phenylindenyl]zirconium dichloride [Cl-].[Cl-].CC=1C(C2=CC=CC(=C2C1)C1=CC=CC=C1)[Zr+2]